2-(4,4,5,5-tetramethyl-1,3,2-dioxaborolan-2-yl)-1,5,6,7-tetrahydroindol-4-one CC1(OB(OC1(C)C)C=1NC=2CCCC(C2C1)=O)C